8-cyclopropyl-N-[(4,5-difluoro-1H-benzimidazol-2-yl)methyl]-2-(methylsulfanyl)pyrazolo[1,5-a][1,3,5]triazin-4-amine C1(CC1)C=1C=NN2C1N=C(N=C2NCC2=NC1=C(N2)C=CC(=C1F)F)SC